C(C)OC1=NC=CC=C1C1=NC=C(C=C1)C1(CCN(CC1)C1=C(C=C(C=C1)C(F)(F)F)F)C(=O)N[C@@H]1CN(CC1)C 4-{2'-ethoxy-[2,3'-bipyridin]-5-yl}-1-[2-fluoro-4-(trifluoromethyl)phenyl]-N-[(3S)-1-methylpyrrolidin-3-yl]piperidine-4-carboxamide